C(C)(C)N1N=C(C(=C1C)O)C1=CC(=CC=C1)C(C)C 1-isopropyl-5-methyl-3-(3-isopropylphenyl)-pyrazole-4-ol